C(C1=CC=CC=C1)N1C2=NC=NC(=C2N=C1OC1CCCCC1)OC 9-benzyl-8-(cyclohexyloxy)-6-methoxy-9H-purine